ClC=1C(=CC2=C(N(C[C@H](N(S2(=O)=O)C)C2CCCCC2)C2=CC=CC=C2)C1)C=1C=CC(=C(C(=O)OC)C1)OCC methyl (R)-5-(7-chloro-3-cyclohexyl-2-methyl-1,1-dioxido-5-phenyl-2,3,4,5-tetrahydrobenzo[f][1,2,5]thiadiazepin-8-yl)-2-ethoxybenzoate